FC(C(=O)O)(F)F.CN1C(N(CC1)[C@H]1CNCCC1)=O 1-methyl-3-[(3R)-piperidin-3-yl]Imidazolidin-2-one trifluoroacetate